formamidinium lead tribromide [Pb+](Br)(Br)Br.C(=[NH2+])N